C(C(O)C1=CC=CC=C1)(=O)O.CC1=NNC=C1C (3,4-dimethylpyrazole)-Mandelate salt